C1=C(C=CC=2OC3=C(C21)C=CC=C3)CNC3=CN=C(N(C3=O)CC(=O)NCC3=CC=2CNCCC2S3)C3=CC=CC=C3 2-(5-((dibenzo[b,d]furan-2-ylmethyl)amino)-6-oxo-2-phenylpyrimidin-1(6H)-yl)-N-((4,5,6,7-tetrahydrothieno[3,2-c]pyridin-2-yl)methyl)acetamide